1-benzyloxy-3-methoxy-4-[2-(2-methoxyethoxy)phenyl]-6,7-dihydro-5H-cyclopenta[C]pyridine C(C1=CC=CC=C1)OC1=NC(=C(C2=C1CCC2)C2=C(C=CC=C2)OCCOC)OC